N-(1-(3-iodobenzyl)-1H-indol-5-yl)acrylamide IC=1C=C(CN2C=CC3=CC(=CC=C23)NC(C=C)=O)C=CC1